6-[(5-tert-butyl-2-methylphenyl)(propyl)amino]pyridine-3-carboxylic Acid C(C)(C)(C)C=1C=CC(=C(C1)N(C1=CC=C(C=N1)C(=O)O)CCC)C